1-Decyl-1-propylpiperidinium fluorid [F-].C(CCCCCCCCC)[N+]1(CCCCC1)CCC